Cl.CN1N=C(C=2C1=CN=CC2)C2=C(C=CC=C2)[C@H](CC2=NC(=CC=C2)C)N (S)-1-[2-(1-Methyl-1H-pyrazolo[3,4-c]pyridine-3-yl)phenyl]-2-(6-methylpyridine-2-yl)ethan-1-amine hydrochloride